fluoro-1-(4-((2-oxopyrrolidin-1-yl)methyl)benzyl)-1,3-dihydro-2H-benzo[d]imidazol-2-one FN1C(N(C2=C1C=CC=C2)CC2=CC=C(C=C2)CN2C(CCC2)=O)=O